phenyl-1H-pyrazol C1(=CC=CC=C1)N1N=CC=C1